tert-butyl (4-((1s,4s)-1-imino-1-oxidohexahydro-1λ6-thiopyran-4-yl)phenyl)carbamate N=S1(CCC(CC1)C1=CC=C(C=C1)NC(OC(C)(C)C)=O)=O